3-(3-chloro-4-fluorophenyl)-1-isobutyl-1-(1-(1-oxo-2-(2,2,2-trifluoroethyl)-1,2-dihydroisoquinolin-4-yl)ethyl)urea ClC=1C=C(C=CC1F)NC(N(C(C)C1=CN(C(C2=CC=CC=C12)=O)CC(F)(F)F)CC(C)C)=O